CNS(=O)(=O)C1=C(C=CC(=C1)C1=NC=CN=C1SC1=CC=C(C=C1)C(F)(F)F)OCC#C N-methyl-2-prop-2-ynoxy-5-[3-[4-(trifluoromethyl)phenyl]sulfanylpyrazin-2-yl]benzenesulfonamide